ClC=1C=CC(=C(C1)C1=CC(N(C=C1OC)[C@@H](C)C(=O)NC1=CC=C(C=C1)P(=O)(C)C)=O)N1N=NC(=C1)Cl (S)-2-(4-(5-chloro-2-(4-chloro-1H-1,2,3-triazol-1-yl)phenyl)-5-methoxy-2-oxopyridin-1(2H)-yl)-N-(4-(dimethylphosphoryl)phenyl)-3-propanamide